ethyl 2,2-difluoro-2-(3-fluoro-4-methoxyphenyl)acetate FC(C(=O)OCC)(C1=CC(=C(C=C1)OC)F)F